ClC=1C(=C(NC2=NC=NC3=CC(=C(C=C23)NC(\C=C\CN2CCOCC2)=O)C#C[C@@]23C(NC[C@H]3C2)=O)C=CC1)F (E)-N-[4-(3-chloro-2-fluoro-anilino)-7-[2-[(1R,5S)-2-oxo-3-azabicyclo[3.1.0]hexan-1-yl]ethynyl]quinazolin-6-yl]-4-morpholino-but-2-enamide